(cyclopropylmethyl)-5-((2-(6-(hydroxymethyl)pyridin-2-yl)ethyl)amino)-2-methylpyrazol C1(CC1)CC=1N(N=C(C1)NCCC1=NC(=CC=C1)CO)C